4-(3-fluorophenyl)piperidine FC=1C=C(C=CC1)C1CCNCC1